(trans)-N1-((1R,2S)-2-phenylcyclopropyl)cyclohexane-1,4-diamine dihydrochloride Cl.Cl.C1(=CC=CC=C1)[C@H]1[C@@H](C1)N[C@@H]1CC[C@H](CC1)N